N[C@@H]1C[C@H](CC1)N1C=C(C2=C1N=CN=C2OC=2C=NN(C2)C)C2=CC(=C(C#N)C=C2)F 4-(7-((1S,3S)-3-aminocyclopentyl)-4-((1-methyl-1H-pyrazol-4-yl)oxy)-7H-pyrrolo[2,3-d]pyrimidin-5-yl)-2-fluorobenzonitrile